(2r,6s)-4-(8-bromo-3-iodocinnolin-5-yl)-2,6-dimethylpiperazine-1-carboxylic acid tert-butyl ester C(C)(C)(C)OC(=O)N1[C@@H](CN(C[C@@H]1C)C1=C2C=C(N=NC2=C(C=C1)Br)I)C